C(C1=CC=CC=C1)NC1C(CCCC1)N N-benzylcyclohexane-1,2-diamine